C(C1=CC=CC=C1)C1(C[C@@H]2[C@@H](CN(C2)CC(=O)C2(CC=C(C=C2)C2=CC=CC=C2)O)C1)O 2-((3aR,5r,6aS)-5-benzyl-5-hydroxyhexahydrocyclopenta[c]pyrrol-2(1H)-yl)-1-(4-hydroxy-[1,1'-biphenyl]-4-yl)ethanone